C(#N)C=1N=CC(=NC1)NC1=CC(=C(N=N1)C(=O)NCC(F)(F)F)NCC1CCN(CC1)C 6-(5-cyanopyrazin-2-ylamino)-4-((1-methylpiperidin-4-yl)methyl-amino)-N-(2,2,2-trifluoroethyl)pyridazine-3-carboxamide